OCCCNC(O[C@@H]1CC[C@H](CC1)C(N(C[C@@H]1CC[C@H](CC1)C1=NC(=C(C=C1)OC)C)C1=CC(=CC=C1)C=1C=NN(C1)C(C)C)=O)=O trans-4-((3-(1-Iso-propyl-1H-pyrazol-4-yl)phenyl)((trans-4-(5-methoxy-6-methylpyridin-2-yl)cyclohexyl)-methyl)carbamoyl)-cyclohexyl (3-hydroxypropyl)-carbamate